Cl.Cl.C1(CC1)[C@@H]1CN(CCN1)C=1N=NC(=CN1)C1=C(C=C(C=C1)C=1C=NNC1)O 2-{3-[(3R)-3-cyclopropylpiperazin-1-yl]-1,2,4-triazin-6-yl}-5-(1H-pyrazol-4-yl)phenol dihydrochloride